C(C)(=O)OCC[Si](OC)(OC)OC Acetyloxyethyltrimethoxysilan